5-((4-((dimethylphosphoryl)methyl)-6-fluoro-1-(phenylsulfonyl)-1H-indol-5-yl)oxy)-2-fluorobenzimidamide CP(=O)(C)CC1=C2C=CN(C2=CC(=C1OC=1C=CC(=C(C(N)=N)C1)F)F)S(=O)(=O)C1=CC=CC=C1